N-(4-chloro-7-methoxyquinazolin-6-yl)cyclopropanecarboxamide ClC1=NC=NC2=CC(=C(C=C12)NC(=O)C1CC1)OC